ClCC\C=C/CCCCCC (3Z)-1-chloro-3-decene